NC=1C=C(C=CC1)S(=O)(=O)NC(=O)C=1C(=NC(=CC1)C(C)(C)C)OC1=C(C=CC=C1C)C N-(3-Aminophenyl)sulfonyl-6-tert-butyl-2-(2,6-dimethylphenoxy)pyridin-3-carboxamid